S1C(=NC2=C1C=CC=C2)C=2N=NN(C2)[C@H](C(=O)N2[C@@H](C[C@H](C2)O)C(=O)NC)C(C)(C)C (2S,4r)-1-[(2S)-2-[4-(1,3-benzothiazol-2-yl)triazol-1-yl]-3,3-dimethyl-butyryl]-4-hydroxy-N-methyl-pyrrolidine-2-carboxamide